1-(benzo[d]isoxazol-3-yl)-N,N-bis(2,4-dimethoxybenzyl)methanesulfonamide O1N=C(C2=C1C=CC=C2)CS(=O)(=O)N(CC2=C(C=C(C=C2)OC)OC)CC2=C(C=C(C=C2)OC)OC